NC1=C(C=CC2=CC=CC=C12)N=NC=1C=NC(=CC1)C1=C(C=CC=C1)OCCCO 4-Amino-3-{6-[2-(3-hydroxypropoxy)phenyl]pyridin-3-ylazo}naphthalin